6-(2-(5-cyclopropyl-3-(2-(trifluoromethyl)phenyl)isoxazol-4-yl)-7-azaspiro[3.5]non-1-en-7-yl)-4-(difluoromethoxy)quinoline-2-carboxylic acid C1(CC1)C1=C(C(=NO1)C1=C(C=CC=C1)C(F)(F)F)C1=CC2(C1)CCN(CC2)C=2C=C1C(=CC(=NC1=CC2)C(=O)O)OC(F)F